[Al].[Mg].[Fe] iron-magnesium aluminum